FC=1C=C(C=CC1OC1=CC=NC2=CC(=C(N=C12)OCCCN1CCOCC1)C)NC(=O)C=1C=NC(=C(C1O)C1=CC=C(C=C1)F)C N-[3-fluoro-4-[[7-methyl-6-(3-morpholin-4-ylpropoxy)-1,5-naphthyridin-4-yl]oxy]phenyl]-5-(4-fluorophenyl)-4-hydroxy-6-methylpyridine-3-carboxamide